2-(4-fluorophenyl)-4-[3-(2,2,2-trifluoroethoxy)pyridin-4-yl]-2,3-dihydro-1H-pyrrolo[3,4-c]pyridin-1-one FC1=CC=C(C=C1)N1CC=2C(=NC=CC2C1=O)C1=C(C=NC=C1)OCC(F)(F)F